Ethyl 2-[(1R,3R)-3-[(2S,3S)-2-azido-3-methyl-N-(pent-4-yn-1-yloxy)pentanamido]-1-[(tert-butyl dimethylsilyl)oxy]-4-methylpentyl]-1,3-thiazole-4-carboxylate N(=[N+]=[N-])[C@H](C(=O)N(OCCCC#C)[C@H](C[C@@H](O[Si](C)(C)C(C)(C)C)C=1SC=C(N1)C(=O)OCC)C(C)C)[C@H](CC)C